2-(2-hydroxyethylamino)-1-(1H-indol-3-yl)ethan-1-one OCCNCC(=O)C1=CNC2=CC=CC=C12